C1CCC2=C(C=3CCCC3C=C12)N1N=C(C=C1)SC=1SC=C(N1)C(=O)OCC ethyl 2-(1-(1,2,3,5,6,7-hexahydros-indacen-4-yl)-1H-pyrazol-3-ylthio)thiazole-4-carboxylate